N2-allyl-3-(1H-pyrazol-1-yl)pyridine-2,6-diamine C(C=C)NC1=NC(=CC=C1N1N=CC=C1)N